lithium monooxalate bisfluoroborate B([O-])(F)F.C(C(=O)O)(=O)O.[Li+]